[OH-].CC1(C(N(C=2C=CC3=C(C12)C=CC=C3)CCCCS(=O)(=O)O)=CC=CC3=[N+](C=1C=CC2=C(C1C3(C)C)C=CC=C2)CCCCS(=O)(=O)O)C 2-[3-[1,1-Dimethyl-3-(4-sulfobutyl)-1,3-dihydro-benzo[e]indol-2-ylidene]-propenyl]-1,1-dimethyl-3-(4-sulfobutyl)-1H-benzo[e]indolium hydroxide